2-(2-chloro-4-(trifluoromethyl)phenyl)acetamide ClC1=C(C=CC(=C1)C(F)(F)F)CC(=O)N